CC1OCC1([2H])C 2,3-dimethyl-oxetan-3-d